C(C1=CC=CC=C1)OC(=O)[C@@H]1N([C@@H]2C[C@@H]2C1)C(C1=CC(=NC=C1C(=C)OCC)C)=O (1R,3R,5R)-2-(5-(1-ethoxyvinyl)-2-methylisonicotinoyl)-2-azabicyclo[3.1.0]Hexane-3-carboxylic acid benzyl ester